FC(C1=C(C=CC(=C1)C(C(F)(F)F)(C(F)(F)F)F)NC(C1=C(C(=CC=C1)N(C(C1=CC=C(C=C1)Cl)=O)CC1CC1)F)=O)(F)F N-[2-trifluoromethyl-4-(1,1,1,2,3,3,3-heptafluoropropan-2-yl)-phenyl]-3-[N-(cyclopropylmethyl)-4-chlorobenzamido]-2-fluorobenzamide